BrC1=C(C=C(NC2=NN(C=C2C(=O)N)C2COCCC2C#N)C=C1F)CO[Si](C)(C)C(C)(C)C 3-[4-bromo-3-[[tert-butyl(dimethyl)silyl]oxymethyl]-5-fluoro-anilino]-1-(4-cyanotetrahydro-2H-pyran-3-yl)pyrazole-4-carboxamide